ClC1=CC=C(C=C1)[C@@]1(N(C(C2=CC(=CC=C12)C(C)(C)O)=O)CC1=NC=C(C=C1)Cl)OCC1CCC1 (3R)-3-(4-chlorophenyl)-2-[(5-chloropyridin-2-yl)methyl]-3-(cyclobutylmethoxy)-6-(2-hydroxypropan-2-yl)-2,3-dihydro-1H-isoindol-1-one